1-(4-(4-amino-7-methyl-7H-pyrrolo[2,3-d]pyrimidin-5-yl)-3-methylphenyl)-3-phenylurea NC=1C2=C(N=CN1)N(C=C2C2=C(C=C(C=C2)NC(=O)NC2=CC=CC=C2)C)C